5-((5-amino-6-methylpyrazin-2-yl)ethynyl)-2-chloro-4-methyl-N-(4-((4-methylpiperazin-1-yl)methyl)-3-(trifluoromethyl)phenyl)benzamide NC=1N=CC(=NC1C)C#CC=1C(=CC(=C(C(=O)NC2=CC(=C(C=C2)CN2CCN(CC2)C)C(F)(F)F)C1)Cl)C